C1CCC2=C(C=CC=C12)CC(=O)N (2,3-dihydro-1H-inden-4-yl)acetamide